[Cr].CCCCCCCC(CCCCCCCC)OC(C=C)=O.C(C=C)(=O)OC(CCCCCC)CCCCCCCCC hexadecane-7-yl acrylate hexadecane-8-yl-acrylate chromium